CN1CC2=CC(=CC(=C2C2(C1)CC2)C)C=2N=C(C(=NC2)N)OC=2C=NN(C2)CC2(CCOCC2)F (2',5'-dimethyl-2',3'-dihydro-1'H-spiro[cyclopropan-1,4'-isoquinolin]-7'-yl)-3-((1-((4-fluorotetrahydro-2H-pyran-4-yl)methyl)-1H-pyrazol-4-yl)oxy)pyrazin-2-amine